FC1=C(C(=CC=C1)F)C1=N[C@H](C2=NN=C(N2C=2SC=3CC(CC3C12)CO)C)C [(7S)-9-(2,6-difluorophenyl)-3,7-dimethyl-16-thia-2,4,5,8-tetrazatetracyclo[8.6.0.02,6.011,15]hexadeca-1(10),3,5,8,11(15)-pentaen-13-yl]methanol